4-[3-(2-ethoxyphenylamino)-2-hydroxypropyl]-1,3-dihydroimidazole-2-thione C(C)OC1=C(C=CC=C1)NCC(CC=1NC(NC1)=S)O